CC1=CC=C(C=C1)C(=O)O[C@@H]([C@@H](C(=O)O)OC(=O)C2=CC=C(C=C2)C)C(=O)O (+)-di-1,4-toluoyl-D-tartaric acid